BrCC1(CC1)S(=O)(=O)C1(COC1)C 3-((1-(bromomethyl)cyclopropyl)sulfonyl)-3-methyloxetane